BrC1=CC2=C(NC(=N2)C(=O)NC2=CC(=CC=C2)Br)C=C1 5-bromo-N-(3-bromophenyl)-1H-benzo[d]imidazole-2-carboxamide